FC(C1=CC=CC(=N1)C(=O)[O-])(F)F 6-trifluoromethylpyridine-2-carboxylate